1,3-diazaspiro-[4.4]non-1-en-4-one N1=CNC(C12CCCC2)=O